CC1(CCC2CC=C(CC2(C1)C(C)O)C)C 1-(3,3,6-trimethyl-1,3,4,5,8,8a-hexahydronaphthalen-4a(2H)-yl)ethan-1-ol